CC(CC1=C(C=CC(=C1)C)S(=O)(=O)[O-])(CC1=C(C=CC(=C1)C)S(=O)(=O)[O-])C 2,2-dimethylpropane-1,3-diylbis(4-methylbenzene-1-sulfonate)